[Si](C)(C)(C(C)(C)C)OCCCC1(CC(CCC1)C1=CC=C(C=C1)C(=O)OC)C(=O)O 1-(3-((tert-butyldimethylsilyl)oxy)propyl)-3-(4-(methoxycarbonyl)phenyl)cyclohexane-1-carboxylic acid